C(C)(C)(C)OC(=O)N1CCC(CC1)N1CCN(CC1)C=1C=NC(=CC1)C(=O)N[C@H]1C(NC(CC1)=O)=O |r| (±)-4-(4-(6-((2,6-Dioxopiperidin-3-yl)aminocarbonyl)pyridin-3-yl)piperazin-1-yl)piperidine-1-carboxylic acid tert-butyl ester